6-chloro-5-(4,4-difluoropiperidin-1-yl)pyrazin-2-amine ClC1=C(N=CC(=N1)N)N1CCC(CC1)(F)F